3-(2-Chloropyrimidin-4-yl)-1-(tetrahydro-2H-pyran-4-yl)-1H-pyrrolo[2,3-c]pyridine ClC1=NC=CC(=N1)C1=CN(C2=CN=CC=C21)C2CCOCC2